C(CC)OCOC=CCCCCCCCCCCCC tetradecenyl propoxymethyl ether